3,7-dimethyl-1,6-nonadien-3-ol acetate C(C)(=O)OC(C=C)(CCC=C(CC)C)C